4-(hydroxymethyl)-2-methylthieno[2,3-b]pyridine-6-carboxylic acid OCC1=C2C(=NC(=C1)C(=O)O)SC(=C2)C